(1R,2S,5S)-6,6-dimethyl-N-((S)-3-oxo-1-((S)-2-oxopyrrolidin-3-yl)-4-(trifluoromethoxy)butan-2-yl)-3-((S)-3,3,3-trifluoro-2-hydroxypropanoyl)-3-azabicyclo[3.1.0]-hexane-2-carboxamide CC1([C@H]2CN([C@@H]([C@@H]12)C(=O)N[C@@H](C[C@H]1C(NCC1)=O)C(COC(F)(F)F)=O)C([C@@H](C(F)(F)F)O)=O)C